3-hydroxy-4-[1-oxo-3-(4-hydroxyphenyl)prop-2-enyl]phenolate OC=1C=C(C=CC1C(C=CC1=CC=C(C=C1)O)=O)[O-]